3-(5-([4,4'-bipiperidin]-1-yl)-3-methyl-2-oxo-2,3-dihydro-1H-benzo[d]imidazol-1-yl)piperidine-2,6-dione N1(CCC(CC1)C1CCNCC1)C1=CC2=C(N(C(N2C)=O)C2C(NC(CC2)=O)=O)C=C1